6-(3'-((cyclohexylamino)methyl)-2,3,5,6-tetrafluoro-[1,1'-biphenyl]-4-yl)-2-methyl-1H-benzo[d]imidazole-4-carboxylic acid C1(CCCCC1)NCC=1C=C(C=CC1)C1=C(C(=C(C(=C1F)F)C=1C=C(C2=C(NC(=N2)C)C1)C(=O)O)F)F